1-(2-((2,4-dimethylphenyl)sulfinyl)phenyl)-4-(2-(piperazin-1-yl)phenyl)piperazine CC1=C(C=CC(=C1)C)S(=O)C1=C(C=CC=C1)N1CCN(CC1)C1=C(C=CC=C1)N1CCNCC1